1-benzyl-N-(cyclobutylmethyl)azepan-3-amine C(C1=CC=CC=C1)N1CC(CCCC1)NCC1CCC1